ethyl 1-((6-cyclopropyl-8-(oxetan-3-ylidenemethyl)imidazo[1,2-a]pyridin-2-yl)methyl)-1H-1,2,3-triazole-4-carboxylate C1(CC1)C=1C=C(C=2N(C1)C=C(N2)CN2N=NC(=C2)C(=O)OCC)C=C2COC2